N[C@H]1CN(C[C@@H](C1)F)C(=O)C1=CC2=C(N(C(=N2)C2=CC=3C(=NC(=CC3)C3=CC=C(C=C3)/C=C/C(=O)N)N2CC2CC2)C)C(=C1)OC (2E)-3-[4-(2-{5-[(3R,5R)-3-amino-5-fluoropiperidine-1-carbonyl]-7-methoxy-1-methyl-1H-1,3-benzodiazol-2-yl}-1-(cyclopropylmethyl)-1H-pyrrolo[2,3-b]pyridin-6-yl)phenyl]prop-2-enamide